2-chloromethyl-1,3-butadiene ClCC(=C)C=C